2-[3-(4-Chloro-3-fluorophenyl)-1-ethyl-1H-1,2,4-triazol-5-yl]-N-[(2,6-dimethylpyridin-4-yl)methyl]-2,2-difluoroacetamid ClC1=C(C=C(C=C1)C1=NN(C(=N1)C(C(=O)NCC1=CC(=NC(=C1)C)C)(F)F)CC)F